1-[2,2,2-trifluoro-1-(4-methoxyphenyl)ethyl]pyrrolidin-3-carboxylic acid FC(C(C1=CC=C(C=C1)OC)N1CC(CC1)C(=O)O)(F)F